methyl 2-(3-formylphenoxy)-2-methylpropanoate C(=O)C=1C=C(OC(C(=O)OC)(C)C)C=CC1